N1CCC(CC1)N1N=CC(=C1)C1=NC2=CC=CC=C2N=C1 2-[1-(4-piperidinyl)pyrazol-4-yl]Quinoxaline